(2-aminoethyl)(cyclopropyl)carbamic acid tert-butyl ester C(C)(C)(C)OC(N(C1CC1)CCN)=O